6-((3S,4S)-4-Amino-3-methyl-2-oxa-8-aza-spiro[4.5]dec-8-yl)-2,5-dimethyl-3-quinoxalin-6-yl-3H-pyrimidin-4-one N[C@@H]1[C@@H](OCC12CCN(CC2)C2=C(C(N(C(=N2)C)C=2C=C1N=CC=NC1=CC2)=O)C)C